CC=1C=C2CC(NC2=C(C1)S(=O)(=O)Cl)=O 5-methyl-2-oxo-indoline-7-sulfonyl chloride